N-(4-hydroxy-2,6-diisopropylphenyl)maleimide OC1=CC(=C(C(=C1)C(C)C)N1C(C=CC1=O)=O)C(C)C